CC1(CNCC(N1)(C)C)C 3,3,5,5-tetramethylpiperazin